6-(2,5-Difluoro-4-methoxyphenyl)-N-[(2-oxo-1H-pyridin-3-yl)sulfonyl]-2-[(4S)-2,2,4-trimethylpyrrolidin-1-yl]pyridin-3-carboxamid FC1=C(C=C(C(=C1)OC)F)C1=CC=C(C(=N1)N1C(C[C@@H](C1)C)(C)C)C(=O)NS(=O)(=O)C=1C(NC=CC1)=O